(R)-methylpropyl sulfoxide C[S@@](=O)CCC